CCC(C(NC(COCC(=O)N)=O)(CC)CC)(CCCC)CC N'-tetrakis-2-ethylhexyldiglycolamide